3,4-diisopropylthiophene C(C)(C)C1=CSC=C1C(C)C